NC1=CC=C(C=C1)NC1=N\C(\C(N1)=O)=C/C1=CC2=C(N=CS2)C=C1 (Z)-2-((4-aminophenyl)amino)-5-(benzo[d]thiazol-6-ylmethylene)-3,5-dihydro-4H-imidazol-4-one